NC[C@@H](C(=O)N1CCN(CC1)C=1C2=C(N=CN1)[C@H](C[C@H]2C)O)C2=CC=C(C=C2)Br (S)-3-amino-2-(4-bromophenyl)-1-(4-((5R,7S)-7-hydroxy-5-methyl-6,7-dihydro-5H-cyclopenta[d]pyrimidin-4-yl)piperazin-1-yl)propan-1-one